6-iodo-2-(propoxyamino)-3-propyl-4(3H)-quinazolinone IC=1C=C2C(N(C(=NC2=CC1)NOCCC)CCC)=O